dimethyl 4-(3-((4-(6-(cyclopropylmethoxy)-5-(pyrazolo[1,5-a]pyrimidine-3-carboxamido)-2H-indazol-2-yl)piperidin-1-yl)methyl)azetidin-1-yl)-3-methoxyphthalate C1(CC1)COC=1C(=CC2=CN(N=C2C1)C1CCN(CC1)CC1CN(C1)C=1C(=C(C(C(=O)OC)=CC1)C(=O)OC)OC)NC(=O)C=1C=NN2C1N=CC=C2